[N+](=O)([O-])C=1C=CC=C2C(N(CC12)C1CNCCC1)=O 3-(7-nitro-3-oxo-1H-isoindol-2-yl)piperidine